(7-(3,4-dimethoxyphenyl)pyrazolo[1,5-a]pyrimidin-2-yl)(4,7-diazaspiro[2.5]octan-7-yl)methanone COC=1C=C(C=CC1OC)C1=CC=NC=2N1N=C(C2)C(=O)N2CCNC1(CC1)C2